C(#N)C1=CC2=C(CN(C[C@H]2C2=C(C=CC=C2)C=2C(=NN(C2)C(C(=O)NC)C)C(F)(F)F)C(\C=C\CN(C)C)=O)S1 2-(4-(2-((S)-2-Cyano-6-((E)-4-(dimethylamino)but-2-enoyl)-4,5,6,7-tetrahydrothieno[2,3-c]pyridin-4-yl)phenyl)-3-(trifluoromethyl)-1H-pyrazol-1-yl)-N-methylpropanamide